(+)-2-(2-Methyl-5,6,7,8-tetrahydronaphthalen-1-yl)phenyl 2-methylbenzoate CC1=C(C(=O)OC2=C(C=CC=C2)C2=C(C=CC=3CCCCC23)C)C=CC=C1